2,2'-dimethoxyphenylacetophenone COC1=C(C=CC=C1)CC(=O)C1=C(C=CC=C1)OC